Cl.COC1=CC=C(C=C1)C1=NOC(=N1)N1CCC(CC1)C(=O)NC[C@@H]1CNCC1 (S)-1-(3-(4-methoxyphenyl)-1,2,4-oxadiazol-5-yl)-N-(pyrrolidin-3-ylmethyl)piperidine-4-carboxamide hydrochloride